[Ir+3].O=C1N(N=C2N1CCCC2)C2=CC(=C(C(=O)N)C=C2)O[C@@H](C)CCC 4-(3-oxo-5,6,7,8-tetrahydro[1,2,4]triazolo[4,3-a]pyridin-2(3H)-yl)-2-[(2S)-pent-2-yloxy]benzamide Iridium (III)